C(C(O)C)(=O)O.BrC1=C(C=C2C(N(C=NC2=C1)C(CCCC(CC1NCCCC1O)=O)=O)=O)Cl 7-bromo-6-chloro-3-[3-(3-hydroxy-2-piperidinyl)-2-oxopropyl-(propanoyl)]-4(3H)-quinazolinone lactate